1-(4-(benzyloxy)benzyl)-4-(4-(2-(diethylamino)ethoxy)phenyl)-1H-1,2,3-triazole C(C1=CC=CC=C1)OC1=CC=C(CN2N=NC(=C2)C2=CC=C(C=C2)OCCN(CC)CC)C=C1